NC1=CC=C(C=C1)C1=NN(C=C1NC(O[C@H](C)C1=C(C=CC=C1)Cl)=O)C (R)-1-(2-chlorophenyl)ethyl (3-(4-aminophenyl)-1-methyl-1H-pyrazol-4-yl)carbamate